ClC1=C(C=C(C=C1)CSC=1N=CC2=C(N1)C(=CN2CC)N2CC(C(C2)(F)F)(F)F)CC(=O)O 2-(2-chloro-5-(((5-ethyl-7-(3,3,4,4-tetrafluoropyrrolidin-1-yl)-5H-pyrrolo[3,2-d]pyrimidin-2-yl)thio)methyl)phenyl)acetic acid